C(CCC(=O)O)(=O)O.CN(CCC1=CNC2=CC=CC=C12)C N,N-dimethyltryptamine succinate